(3ar,4r,6ar)-1-(5-(2-cyanopyridin-4-yl)oxazol-2-carbonyl)-4-methylhexahydropyrrolo[3,4-b]-pyrrole-5(1H)-carbonitrile C(#N)C1=NC=CC(=C1)C1=CN=C(O1)C(=O)N1[C@@H]2[C@H](CC1)[C@H](N(C2)C#N)C